OCCNC(C(O)C1=CC=CC=C1)C 2-((2-hydroxyethyl)amino)-1-phenylpropan-1-ol